2,6-dichloro-5-fluoropyridine-3-carbonitrile ClC1=NC(=C(C=C1C#N)F)Cl